CS(=O)(=O)SCC(C)O S-(2-hydroxypropyl) thiomethanesulfonate